2,7-dibromo-9,9-bis(4'-sulfobutyl)fluorene disodium [Na].[Na].BrC1=CC=2C(C3=CC(=CC=C3C2C=C1)Br)(CCCCS(=O)(=O)O)CCCCS(=O)(=O)O